N-(5-Cyclopentyl-1H-pyrazol-3-yl)-2-[4-[(isopropylamino)methyl]-2-azabicyclo[2.1.1]hexan-2-yl]pyrimidin-4-amine C1(CCCC1)C1=CC(=NN1)NC1=NC(=NC=C1)N1C2CC(C1)(C2)CNC(C)C